O1NOC=C1 1,3,2-Dioxazole